C12C(C3CC(CC(C1)C3)C2)NC(CN2C(C(=CC=C2)NC([C@H](CCC(C(=O)NC)=O)NC(C2=CN=CC=C2)=O)=O)=O)=O (S)-N1-(1-(2-(2-adamantylamino)-2-oxoethyl)-2-oxo-1,2-dihydropyridin-3-yl)-N6-methyl-2-(nicotinamido)-5-oxohexanediamide